4-AMINO-PYRIDINE-3-CARBALDEHYDE TRIFLUOROACETATE FC(C(=O)O)(F)F.NC1=C(C=NC=C1)C=O